ClC=1C=C(C=CC1F)NC(N(CCCOC)CC1=CN=C(C2=CC=CC=C12)OC)=O 3-(3-chloro-4-fluorophenyl)-1-((1-methoxyisoquinolin-4-yl)methyl)-1-(3-methoxypropyl)urea